tert-butyl 2-formyl-2,3-dihydropyrrolo[3,2-c]pyridine-1-carboxylate C(=O)C1CC=2C=NC=CC2N1C(=O)OC(C)(C)C